C(CCCCCCCCCCCCCCCCC)OC=1C=C(C(=O)O)C=C(C1OCCCCCCCCCCCCCCCCCC)OCCCCCCCCCCCCCCCCCC 3,4,5-Tri(octadecyloxy)benzoic acid